methyl (Z)-2-[5-(4-tert-butylpyrazol-1-yl)-2-methyl-phenoxy]-3-methoxy-prop-2-enoate C(C)(C)(C)C=1C=NN(C1)C=1C=CC(=C(O\C(\C(=O)OC)=C/OC)C1)C